2-[(2S,3S)-3-(3,5-dimethoxy-4-methyl-phenyl)-3-hydroxy-2-(2-phenylethoxy)propyl]Indazole-7-carboxylic acid COC=1C=C(C=C(C1C)OC)[C@@H]([C@H](CN1N=C2C(=CC=CC2=C1)C(=O)O)OCCC1=CC=CC=C1)O